CSC1=NC(=CC(=C1)C(C(C1=CC=CC=2OCCOC21)C=2C(=NC1=CC=C(C=C1C2)Br)OC)(CCN(C)C)O)SC 2-(2,6-bis(methylthio)pyridin-4-yl)-1-(6-bromo-2-methoxyquinolin-3-yl)-1-(2,3-dihydrobenzo[b][1,4]dioxin-5-yl)-4-(dimethylamino)butan-2-ol